C(C1=CC=CC=C1)N(C=1N(C(C(=C(N1)C(=O)NC=1C=NOC1)OCC)=O)C)CC1=CC=CC=C1 2-(dibenzylamino)-5-ethoxy-1-methyl-N-(1,2-oxazol-4-yl)-6-oxo-1,6-dihydropyrimidine-4-carboxamide